BrC1=C(C=C(C#N)C=C1)C=O 4-bromo-3-formylbenzonitrile